CN(C(=O)Cl)CC N-methyl-N-ethyl-carbamyl chloride